(5-(2-cyano-3-(dimethylamino)acryloyl)-4-methylthiazol-2-yl)(methyl)carbamate C(#N)C(C(=O)C1=C(N=C(S1)OC(NC)=O)C)=CN(C)C